ClC1=C(C=CC(=C1)OC1=CC=CC=C1)C(C1=CNC2=C1C1=C(N(C[C@@](N1)(C)COC([2H])([2H])[2H])C([2H])([2H])[2H])C=N2)O (2S)-9-((2-Chloro-4-phenoxyphenyl)(hydroxy)methyl)-2-((methoxy-d3)methyl)-2-methyl-4-(Methyl-d3)-1,2,4,7-tetrahydro-3H-pyrrolo[3',2':5,6]pyrido[3,4-b]pyrazine